FC1=C(C=CC=C1F)SC=1N=C2C(=NC1)NC(=N2)N2CCC(CC2)(N)C 1-(5-((2,3-difluorophenyl)thio)-1H-imidazo[4,5-b]pyrazin-2-yl)-4-methylpiperidin-4-amine